2-[(2-bromo-6-fluoro-phenyl)methoxy]-4-isopropyl-1-methyl-7-oxabicyclo[2.2.1]heptane BrC1=C(C(=CC=C1)F)COC1C2(CCC(C1)(O2)C(C)C)C